3-fluoro-5-(1-hydroxy-6-methyl-7-methylsulfonyl-indan-4-yl)oxy-benzonitrile FC=1C=C(C#N)C=C(C1)OC1=C2CCC(C2=C(C(=C1)C)S(=O)(=O)C)O